C(#N)C1=CC=C(C(=C1CC(=O)N)F)OC 2-(6-cyano-2-fluoro-3-methoxy-phenyl)acetamide